ClC=1C=CC(=C(C1)C1=CC(=C(N=N1)SCCO)NC1=CC(=NC=C1)NC(=O)C1CC(C1)N1CCC(CC1)C)F N-(4-{[6-(5-chloro-2-fluorophenyl)-3-[(2-hydroxyethyl)sulfanyl]pyridazin-4-yl]amino}pyridin-2-yl)-3-(4-methylpiperidin-1-yl)cyclobutane-1-carboxamide